C(=O)=C1NC(CCC1N1C(C2=CC=C(C=C2C1=C=O)NCC1CC(C1)C(=O)O)=C=O)=C=O 3-(((2-(2,6-dicarbonylpiperidin-3-yl)-1,3-dicarbonylisoindolin-5-yl)amino)methyl)cyclobutane-1-carboxylic acid